7-methoxy-2-(tetrahydro-2H-pyran-4-yl)imidazo[1,2-a]Pyridine-6-carboxylic acid COC1=CC=2N(C=C1C(=O)O)C=C(N2)C2CCOCC2